O1N=C(C2=C1C=CC=C2)C2CCN(CC2)CC=2C=C1CN(C(C1=CC2)=O)N2C(NC(CC2)=O)=O 1-(5-((4-(Benzo[d]isoxazol-3-yl)piperidin-1-yl)methyl)-1-oxoisoindolin-2-yl)dihydropyrimidine-2,4(1H,3H)-dione